C(C)(C)C1=C2C=C(N=CC2=C(N=C1)NC)C1(CC1)C(=O)N (5-isopropyl-8-(methylamino)-2,7-naphthyridin-3-yl)cyclopropanecarboxamide